hexahydro-1,3,5-triphenyl-1,3,5-triazine C1(=CC=CC=C1)N1CN(CN(C1)C1=CC=CC=C1)C1=CC=CC=C1